tetramethyl-hexamethylenediamine hydrochloride Cl.CN(CCCCCCN(C)C)C